C(C)(C)(C)OOOCC1=CC=C(C=C1)F (1-p-fluorophenylmethyl) t-butyl-peroxy ether